OC(CN(CCCCC(=O)OCCN1CCN(CC1)CCSSCCCCN(CC(CCCCCCCCCC)O)CC(CCCCCCCCCC)O)CC(CCCCCCCC)O)CCCCCCCC 2-(4-(2-((4-(Bis(2-hydroxydodecyl)amino)butyl)disulfaneyl)ethyl)piperazin-1-yl)ethyl 5-(bis(2-hydroxydecyl)amino)pentanoate